4-(diazabicyclo[4.3.0]nonylmethyl)-1,1'-biphenyl N12N(CCCC2CCC1)CC1=CC=C(C=C1)C1=CC=CC=C1